FC1=CC=C(C=C1)C1=C(N(C=N1)C(C)C)C=1N=C(SC1)C(=O)NC1=NC=C(C=C1)C1CN(C1)C([2H])([2H])[2H] 4-[5-(4-fluorophenyl)-3-isopropyl-imidazol-4-yl]-N-[5-[1-(trideuteriomethyl)azetidin-3-yl]-2-pyridyl]thiazole-2-carboxamide